C1(CC1)C(=O)C1[C@H]2CN(C[C@@H]12)C(=O)OC(C)(C)C tert-butyl (1R,5S,6r)-6-(cyclopropylcarbonyl)-3-azabicyclo[3.1.0]hexane-3-carboxylate